C(C)(C)(C)OC1=C(C=C(C=C1)[C@H]([C@@H](CN1CCCC1)NC(=O)[C@H]1CN(CC1)C1=CC=C(C=C1)Cl)O)Cl (R)-N-((1R,2R)-1-(4-(tert-butoxy)-3-chlorophenyl)-1-hydroxy-3-(pyrrolidin-1-yl)propan-2-yl)-1-(4-chlorophenyl)pyrrolidine-3-carboxamide